CC=1N=NC2=CC=C(C=C2C1)C1=CN=C(S1)SC1CCOCC1 5-(3-methylcinnolin-6-yl)-2-((tetrahydro-2H-pyran-4-yl)thio)thiazole